dibenzo[b,d]Thiophene-3-ylboronic acid C1=CC(=CC=2SC3=C(C21)C=CC=C3)B(O)O